CS(=O)(=O)N1CC23[Co]4C3(CN(CC3(C1)CN(C3)C(=O)OCC3=CC=CC=C3)S(=O)(=O)C)[Co]42 Benzyl 3',7'-dimethanesulfonyl-3',7'-diaza-10',11'-dicobaltaspiro[azetidine-3,5'-tetracyclo[7.2.0.01,10.09,11]Undecane]-1-carboxylate